C(C=C)(=O)N1[C@H](CN(CC1)C1=NC(=NC2=C1CN(CCC2)C2=CC=CC1=CC=CC(=C21)C)OC[C@H]2N(CCC2)C)CC#N 2-((S)-1-propenoyl-4-(6-(8-methylnaphthalen-1-yl)-2-(((S)-1-methylpyrrolidin-2-yl)methoxy)-6,7,8,9-tetrahydro-5H-pyrimido[5,4-c]azepin-4-yl)piperazin-2-yl)acetonitrile